(Z)-2-(5-fluoro-1-(4-(4-fluorophenoxy)benzylidene)-2-((6-methoxypyridin-3-yl)-methyl)-1H-inden-3-yl)acetic acid FC=1C=C2C(=C(/C(/C2=CC1)=C/C1=CC=C(C=C1)OC1=CC=C(C=C1)F)CC=1C=NC(=CC1)OC)CC(=O)O